C(C(O)C1=CC=CC=C1)(=O)O.NC[C@H](C1=CC(=CC(=C1)F)Cl)NC(=O)C=1N=CN(C1)C1=NC(=NC=C1C)NC1CCOCC1 (S)-N-(2-amino-1-(3-chloro-5-fluoro-phenyl)ethyl)-1-(5-methyl-2-((tetrahydro-2H-pyran-4-yl)amino)-pyrimidin-4-yl)-1H-imidazole-4-carboxamide mandelic acid salt